4-[(3-{4-[(1,1-dioxo-1λ6-thian-4-yl)amino]-1-(2,2,2-trifluoroethyl)-1H-indol-2-yl}prop-2-yn-1-yl)amino]-3-methoxybenzonitrile O=S1(CCC(CC1)NC1=C2C=C(N(C2=CC=C1)CC(F)(F)F)C#CCNC1=C(C=C(C#N)C=C1)OC)=O